zinc mercaptobenzothiazole salt C1=CC=C2C(=C1)N=C(S2)[S-].C1=CC=C2C(=C1)N=C(S2)[S-].[Zn+2]